BrC1=C(C=C2C(N(C=NC2=C1)C)=O)OCOC 7-bromo-6-(methoxymethoxy)-3-methylquinazolin-4(3H)-one